F\C(=C/CN1C(C2=CC=CC=C2C1=O)=O)\C(SC1=CC(=CC=C1)OC)(F)F (Z)-2-(3,4,4-trifluoro-4-((3-methoxyphenyl)thio)but-2-en-1-yl)isoindoline-1,3-dione